N-[3-(dimethylamino)propyl]octadec-9,12-dienamide CN(CCCNC(CCCCCCCC=CCC=CCCCCC)=O)C